C1(CC1)C(C)NC1CN(CC1)C=1N=NC(=CC1)C1=CC2=C(N=C(O2)C)C=C1OCOC N-(1-cyclopropylethyl)-1-{6-[5-(methoxymethoxy)-2-methyl-1,3-benzoxazol-6-yl]pyridazin-3-yl}pyrrolidin-3-amine